CC=1C(=C2C=CN(C2=C(C1)C)C(=O)OC(C)(C)C)C[C@H]1[C@@H](CN(CC1)CC(F)(F)F)C=1C=NN(C1)C tert-butyl 5,7-dimethyl-4-(((3R,4R)-3-(1-methyl-1H-pyrazol-4-yl)-1-(2,2,2-trifluoroethyl) piperidin-4-yl) methyl)-1H-indole-1-carboxylate